(R)-8-(4-chloro-2-fluorophenyl)-6-(2,2-dimethyl-6-(1-methyl-1H-pyrazol-4-yl)morpholino)-2,3-dimethylpyrimidino[5,4-d]pyrimidin-4(3H)-one ClC1=CC(=C(C=C1)C1=NC(=NC2=C1N=C(N(C2=O)C)C)N2CC(O[C@@H](C2)C=2C=NN(C2)C)(C)C)F